heptadecen C=CCCCCCCCCCCCCCCC